C(CCCCCCCCCCC\C=C/CCCCCCCC)OC(CCCCCCCCCCCCCCCCCCCCCC)=O tricosanoic acid erucyl ester